OC=1C=C(C=O)C=C(C1)OCOCC[Si](C)(C)C 3-hydroxy-5-((2-(trimethylsilyl)ethoxy)methoxy)benzaldehyde